[I-].CP([O-])([O-])=O.C(CCCCCCCCCCCCC)CC(C)(P(C)C)CCCCCCCCCCCCCC ditetradecyl-(dimethylisopropylphosphine) methylphosphonate iodide